(3-aminophenyl)(4-nitrophenyl)methanol NC=1C=C(C=CC1)C(O)C1=CC=C(C=C1)[N+](=O)[O-]